Ethyl (S)-2-(tetrahydro-2H-pyran-4-yl)propanoate O1CCC(CC1)[C@@H](C(=O)OCC)C